pyrazoleamidocyclohexanoic acid N1N=C(C=C1)C(=O)NC1(CCCCC1)C(=O)O